ClC=1C(=C(C(=CC1)N1N=NC(=C1)C(F)(F)F)C1=CC(NC=C1)=O)F 4-(3-chloro-2-fluoro-6-(4-(trifluoromethyl)-1H-1,2,3-triazol-1-yl)phenyl)pyridin-2(1H)-one